C(CCC)OC1=C(C=C(C(=C1)CO)OCCCC)CO (2,5-bis(butoxy)-1,4-phenylene)dimethanol